4-carbamoylphenyl-boric acid C(N)(=O)C1=CC=C(C=C1)OB(O)O